tris(methyl)silylamine C[Si](C)(C)N